N[C@@H](CCC(=O)O)C(=O)C(O)C(=O)[C@@H](O)[C@H](O)[C@H](O)CO L-glutamyl-D-fructose